2-(2-phenyltetrahydro-2H-pyran-2-yl)-1-(p-tolyl)ethan-1-one C1(=CC=CC=C1)C1(OCCCC1)CC(=O)C1=CC=C(C=C1)C